C(C)(C)(C)OC(NC1(CCC1)C1=NC=C(C=N1)C1=CC2=C(N=C3N2[C@H]2C4=C(C(N([C@@H]3C2)C([2H])([2H])[2H])=O)C=CC=C4O)C=C1)=O tert-butyl(1-(5-((7R,14R)-1-hydroxy-6-(methyl-d3)-5-oxo-5,6,7,14-tetrahydro-7,14-methanobenzo[f]benzo[4,5]imidazo[1,2-a][1,4]diazocin-11-yl)pyrimidin-2-yl)cyclobutyl)carbamate